2-((1-(3-amino-6-chloropyridazin-4-yl)-4-phenylpiperidin-4-yl)oxy)-N-(1-benzylpiperidin-4-yl)acetamide NC=1N=NC(=CC1N1CCC(CC1)(C1=CC=CC=C1)OCC(=O)NC1CCN(CC1)CC1=CC=CC=C1)Cl